FC1(CCC(CC1)[C@H](NC(OCC1=CC=CC=C1)=O)C1=NC2=C(N1)C=CC(=C2F)C(CCS(=O)(=O)CC)C(=O)N2CC(C(C2)(F)F)(F)F)F Benzyl N-[(S)-(4,4-difluorocyclohexyl){5-[3-(ethylsulfonyl)-1-(3,3,4,4-tetrafluoro-pyrrolidine-1-carbonyl)propyl]-4-fluoro-1H-benzimidazol-2-yl}methyl]carbamate